dimethyl trans-cyclohexane-1,2-dicarboxylate [C@@H]1([C@@H](CCCC1)C(=O)OC)C(=O)OC